D-6-ethyl-8β-methylsulfinylmethylergoline C(C)N1C[C@@H](C[C@@H]2C=3C=CC=C4NC=C(C[C@@H]12)C34)CS(=O)C